COC(=O)C1COC2=C1C=CC=C2Br 7-Bromo-2,3-dihydrobenzofuran-3-carboxylic acid methyl ester